1,2-propylene fumarate C1(\C=C\C(=O)OC(CO1)C)=O